CC=1C=C(OC2=CC=CC(=N2)S(=O)(=O)NC(=O)C=2C(=NC=CC2)N2C(CC(C2)C)(C)C)C=CC1 N-[[6-(3-Methylphenoxy)-2-pyridyl]sulfonyl]-2-(2,2,4-trimethylpyrrolidin-1-yl)pyridin-3-carboxamid